L-leucine-methylester hydrochloride Cl.COC([C@@H](N)CC(C)C)=O